Cl.Cl.C(C)(C)(C)C=1NC(=C(N1)C1=CC=C2C(=N1)N(C(=N2)N)CC(C)(C)C)C2=CC=C(C=C2)F 5-[2-tert-butyl-5-(4-fluoro-phenyl)-1H-imidazol-4-yl]-3-(2,2-dimethyl-propyl)-3H-imidazo[4,5-b]pyridin-2-ylamine dihydrochloride